sodium-sodium citrate C(CC(O)(C(=O)O)CC(=O)[O-])(=O)[O-].[Na+].[Na+]